C[Si](OCC)(OCC)CCCOCC1CO1 methyl-gamma-glycidoxypropyl-diethoxysilane